N-(5-(2H-1,2,3-triazol-2-yl)pyridin-3-yl)-1-(1-oxo-1,2-dihydroisoquinolin-5-yl)-5-(trifluoromethyl)-1H-pyrazole-4-carboxamide N=1N(N=CC1)C=1C=C(C=NC1)NC(=O)C=1C=NN(C1C(F)(F)F)C1=C2C=CNC(C2=CC=C1)=O